S(C1=CC(=C(C=C1CCCCCCCCCC)O)C(C)(C)C)C1=CC(=C(C=C1CCCCCCCCCC)O)C(C)(C)C 4,4'-thiobis[5-decyl-2-(1,1-dimethylethyl)phenol]